BrCC1=CC=C2N=C(C(NC2=C1F)=O)C(C)C 7-(bromomethyl)-8-fluoro-3-isopropylquinoxalin-2(1H)-one